N-(1-((2-(dimethylamino)ethyl)amino)-2-methyl-1-oxopropan-2-yl)-4-(4-(hydroxymethyl)phenyl)butanamide CN(CCNC(C(C)(C)NC(CCCC1=CC=C(C=C1)CO)=O)=O)C